P(=O)(O)(O)O[C@H]1[C@H]([C@@H](O[C@@H]1CO)N1C(=O)NC(=O)C=C1)OC O-methyluridine-3'-phosphate